N-(6-(3-(3-chloro-4-methylphenylsulfonamido)-2,6-difluorophenyl)quinazolin-2-yl)pivaloamide ClC=1C=C(C=CC1C)S(=O)(=O)NC=1C(=C(C(=CC1)F)C=1C=C2C=NC(=NC2=CC1)NC(C(C)(C)C)=O)F